(2R)-1-hydroxypropan OCCC